(E)-5-(tert-butyl)-N-(4-(5-(4-(4-(dimethylamino)but-2-enoyl)piperazin-1-yl)pyrimidin-4-yl)-2-methylbenzyl)-1,2,4-oxadiazole-3-carboxamide C(C)(C)(C)C1=NC(=NO1)C(=O)NCC1=C(C=C(C=C1)C1=NC=NC=C1N1CCN(CC1)C(\C=C\CN(C)C)=O)C